C(C)(C)(C)C=1C=C(C=C(C1O)C(C)(C)C)CCC(=O)OC1CC(N(C(C1)(C)C)CCOC(CCC1=CC(=C(C(=C1)C(C)(C)C)O)C(C)(C)C)=O)(C)C 4-[3-(3,5-di-t-butyl-4-hydroxyphenyl)propionyloxy]-1-[2-(3-(3,5-di-t-butyl-4-hydroxyphenyl)propionyloxy)ethyl]-2,2,6,6-Tetramethylpiperidine